2-(((1S,3S)-3-((4-aminobutyl)amino)cyclopentyl)amino)-5-(trifluoromethyl)pyrimidine NCCCCN[C@@H]1C[C@H](CC1)NC1=NC=C(C=N1)C(F)(F)F